3-Bromo-5-(methoxymethyl)pyridin BrC=1C=NC=C(C1)COC